1-(4-(1-methyl-1H-pyrazol-3-yl)-2-(4-(trifluoromethyl)phenyl)-5,8-dihydropyrido[3,4-d]pyrimidin-7(6H)-yl)prop-2-en-1-one CN1N=C(C=C1)C=1C2=C(N=C(N1)C1=CC=C(C=C1)C(F)(F)F)CN(CC2)C(C=C)=O